OCC=1C=C(C=CC1OC1=CC=CC=C1)NC(NC1=CC=C(C=C1)OC)=O 3-[3-(Hydroxymethyl)-4-phenoxyphenyl]-1-(4-methoxyphenyl)urea